methyl-2-chloro-4-methyl-5-nitronicotinic acid CC1=NC(=C(C(=O)O)C(=C1[N+](=O)[O-])C)Cl